1-(1-(2,6-dioxopiperidin-3-yl)-3-methyl-2-oxo-2,3-dihydro-1H-benzo[d]imidazole-5-yl)pyrrolidine-3-carbaldehyde O=C1NC(CCC1N1C(N(C2=C1C=CC(=C2)N2CC(CC2)C=O)C)=O)=O